FC=1C(=C(C=CC1F)[C@@H]1[C@H](O[C@@]([C@@H]1C)(C(F)(F)F)C)C(=O)NC=1C=C(C=NC1)C(=O)N)OC 5-[[(2S,3R,4R,5S)-3-(3,4-Difluoro-2-methoxy-phenyl)-4,5-dimethyl-5-(trifluoromethyl)tetrahydrofuran-2-carbonyl]amino]pyridin-3-carboxamid